N-(2,4-difluoro-3-(5-(4-fluorophenyl)-1H-pyrazolo[3,4-b]pyridine-3-carbonyl)-phenyl)propane-1-sulfonamide FC1=C(C=CC(=C1C(=O)C1=NNC2=NC=C(C=C21)C2=CC=C(C=C2)F)F)NS(=O)(=O)CCC